[NH4+].FC1=C(C=CC=C1)[N+]#N fluorobenzenediazonium ammonium salt